(6-(2-Hydroxyethyl)-3,6-diazabicyclo[3.1.1]heptan-3-yl)((1S,5R)-8-(4-(trifluoromethyl)phenyl)-1,3,4,5-tetrahydro-2H-1,5-methanobenzo[c]azepin-2-yl)methanone OCCN1C2CN(CC1C2)C(=O)N2[C@@H]1C3=C([C@H](CC2)C1)C=CC(=C3)C3=CC=C(C=C3)C(F)(F)F